C(C1=CC=CC=C1)OC[C@H]1OCC(CN(C1)C(=O)OC(C)(C)C)(CCCO)O tert-butyl (2S)-2-[(benzyloxy)methyl]-6-hydroxy-6-(3-hydroxypropyl)-1,4-oxazepane-4-carboxylate